6-(4-methylpyridin-3-yl)-3,4-dihydroquinazolin-2(1H)-imine CC1=C(C=NC=C1)C=1C=C2CNC(NC2=CC1)=N